(1-naphthyl)-1-phenyl-butan-2-ol C1(=CC=CC2=CC=CC=C12)C(C(CC)O)C1=CC=CC=C1